tetrahydro-2H-pyran-2,4,5-triacetic acid O1C(CC(C(C1)CC(=O)O)CC(=O)O)CC(=O)O